(S)-2-Phenyl-N-(5-(3-((5-(2-phenylacetamido)-1,3,4-thiadiazol-2-yl)amino)pyrrolidin-1-yl)-1,3,4-thiadiazol-2-yl)acetamide C1(=CC=CC=C1)CC(=O)NC=1SC(=NN1)N1C[C@H](CC1)NC=1SC(=NN1)NC(CC1=CC=CC=C1)=O